3-[2-(dimethylamino)-2-oxoacetyl]-1H-indol-4-yl acetate C(C)(=O)OC1=C2C(=CNC2=CC=C1)C(C(=O)N(C)C)=O